3-[[[(1R)-2-(hydroxyamino)-1-methyl-2-oxo-ethyl]amino]methyl]benzoic acid ONC([C@@H](C)NCC=1C=C(C(=O)O)C=CC1)=O